NC1=NC=CC=C1C1=NC=2C(=NC(=CC2)N2N=CC=C2)N1C=1C=C2CC[C@@H](C2=CC1)NC(C1=CC(=C(C(=C1)C=O)O)Cl)=O N-[(1S)-5-[2-(2-aminopyridin-3-yl)-5-(pyrazol-1-yl)imidazo[4,5-b]pyridin-3-yl]-2,3-dihydro-1H-inden-1-yl]-3-chloro-5-formyl-4-hydroxybenzamide